C1(CC1)C(=O)N1C=2C=CC(=NC2C(CC1)(F)F)C(C)NC(C1=CC=C(C=C1)F)=O N-(1-(5-(cyclopropanecarbonyl)-8,8-difluoro-5,6,7,8-tetrahydro-1,5-naphthyridin-2-yl)ethyl)-4-fluorobenzamide